OC([C@@H]([C@H](N)C(=O)O)C)CO γ,δ-dihydroxyisoleucine